ClC1=C(C=CC=C1)C1=NC=2N(C(N(C(C2N1C1=CC=C(C=C1)Cl)=O)C[C@@H](C(=O)OC)C)=O)COCC[Si](C)(C)C Methyl (2S)-3-[8-(2-chlorophenyl)-7-(4-chlorophenyl)-2,6-dioxo-3-[[2-(trimethylsilyl)ethoxy]methyl]purin-1-yl]-2-methylpropanoate